(R)-N-((2-(2-amino-3-(2,4-dichlorophenyl)propanoyl)isoindolin-5-yl)methyl)-4-methylpiperazine-1-sulfonamide N[C@@H](C(=O)N1CC2=CC=C(C=C2C1)CNS(=O)(=O)N1CCN(CC1)C)CC1=C(C=C(C=C1)Cl)Cl